1-[4-[2-(1,5-Dimethyl-6-oxopyridazin-3-yl)-1-[(1S)-1-phenylethyl]imidazo[4,5-c]pyridin-6-yl]piperidin-1-yl]-3,6,9,12,15-pentaoxaoctadecan-18-oic acid CN1N=C(C=C(C1=O)C)C=1N(C2=C(C=NC(=C2)C2CCN(CC2)CCOCCOCCOCCOCCOCCC(=O)O)N1)[C@@H](C)C1=CC=CC=C1